4-methoxybenzyl (4-((S)-1-((S)-2-(hydroxymethyl)pyrrolidin-1-yl)-1-oxopropan-2-yl)phenyl)carbamate OC[C@H]1N(CCC1)C([C@@H](C)C1=CC=C(C=C1)NC(OCC1=CC=C(C=C1)OC)=O)=O